potassium 3,5-dimethyl-1H-pyrazole CC1=NNC(=C1)C.[K]